(terphenylyl)(dibenzofuranyl)(terphenylyl)(dibenzothiophenyl)indolocarbazole C1(=C(C=CC=C1)C=1C(=C(C(=C2C1N=C1C=CC3=C4C=CC=CC4=NC3=C12)C1=CC=CC=2SC3=C(C21)C=CC=C3)C3=C(C=CC=C3)C=3C(=CC=CC3)C3=CC=CC=C3)C3=CC=CC=2OC1=C(C23)C=CC=C1)C=1C(=CC=CC1)C1=CC=CC=C1